C(C=CCCCCCCCCCCCCCC)(=O)SCCNC(CCNC([C@@H](C(COP(OP(OC[C@@H]1[C@H]([C@H]([C@@H](O1)N1C=NC=2C(N)=NC=NC12)O)OP(=O)(O)O)(=O)O)(=O)O)(C)C)O)=O)=O Heptadecenoyl-CoA